BrC=1N=C2N(C1)C1(CC2)CC1 2'-Bromo-6',7'-dihydrospiro[cyclopropane-1,5'-pyrrolo[1,2-a]imidazole]